([4-nitro-6-(trifluoromethyl)benzotriazol-1-yl]-oxy)Tris(pyrrolidinyl)phosphonium hexafluorophosphate F[P-](F)(F)(F)(F)F.[N+](=O)([O-])C1=CC(=CC=2N(N=NC21)O[P+](N2CCCC2)(N2CCCC2)N2CCCC2)C(F)(F)F